tert-butyl (E)-(4-(2-(6-((14-amino-3,6,9,12-tetraoxatetradecyl)oxy)pyridin-3-yl)vinyl)phenyl)(methyl)carbamate NCCOCCOCCOCCOCCOC1=CC=C(C=N1)/C=C/C1=CC=C(C=C1)N(C(OC(C)(C)C)=O)C